C1(CC1)C=1C(=C(C=CC1)S(=O)(=O)C=1C=NC2=CC=CC=C2C1C(=O)NCC(F)(F)C1=C(C=C(C=C1)C)C)F 3-[S-(3-cyclopropyl-2-fluorophenyl)sulfonyl]-N-[2-(2,4-dimethylphenyl)-2,2-difluoroethyl]quinoline-4-carboxamide